Cl.CN([C@@H]1C[C@H](N(C1)C(=O)OCC1C2=CC=CC=C2C=2C=CC=CC12)C(=O)O)C (2S,4R)-4-(dimethylamino)-1-{[(9H-fluoren-9-yl)methoxy]carbonyl}pyrrolidine-2-carboxylic acid, hydrochloride